COC(=O)[C@@H]1CN(CC[C@H]1NC(=O)C1=NOC(=C1)C1=C(C=C(C=C1)F)F)CC1=CC=CC=C1 |r| rac-(3R*,4R*)-1-benzyl-4-{[5-(2,4-difluoro-phenyl)-isoxazole-3-carbonyl]-amino}-piperidine-3-carboxylic acid methyl ester